CC1=NOC(=C1C=1C=C2C(=NC(=NC2=CC1)N1CC2=C(CC1)NN=C2)N2[C@H](COCC2)C2=CC=CC=C2)C (S)-4-(6-(3,5-dimethylisoxazol-4-yl)-2-(1,4,6,7-tetrahydro-5H-pyrazolo[4,3-c]Pyridin-5-yl)quinazolin-4-yl)-3-phenylmorpholine